FC=1C=C(C=C(C1)F)CC(=O)NC=1C(=NC(=C(C1)C)N1CCOCCC1)N1CCOCCC1 2-(3,5-Difluoro-phenyl)-N-(5-methyl-2,6-bis-[1,4]oxazepan-4-yl-pyridin-3-yl)-acetamide